1-(3,5-Dimethoxybenzyl)-1H-indazole-6-carboxylic acid COC=1C=C(CN2N=CC3=CC=C(C=C23)C(=O)O)C=C(C1)OC